1-(4-methoxyphenyl)-2-phenoxyethanol COC1=CC=C(C=C1)C(COC1=CC=CC=C1)O